C1CCC2=C(C=3CCCC3C=C12)NC(=O)NS(=O)(=O)N1CCOCC1 N-((1,2,3,5,6,7-hexahydro-s-indacen-4-yl)carbamoyl)morpholine-4-sulfonamide